[Si](C)(C)(C(C)(C)C)OCCN(CC[C@H](CSC1=CC=CC=C1)NC1=C(C=C(C=C1)S(=O)(=O)N)S(=O)(=O)C(F)(F)F)C 4-[[(1R)-3-[2-[tert-butyl(dimethyl)silyl]oxyethyl-methyl-amino]-1-(phenylsulfanylmethyl)propyl]amino]-3-(trifluoromethylsulfonyl)benzenesulfonamide